COC(=O)C1=C(C=NC=C1)NC[C@H]1CCCC2=CC(=CC=C12)OC(F)F 3-({[(1S)-6-(difluoromethoxy)-1,2,3,4-tetrahydronaphthalen-1-yl]methyl}amino)pyridine-4-carboxylic acid methyl ester